5-[4-amino-5-(trifluoromethyl)pyrrolo[2,1-f][1,2,4]triazin-7-yl]-N-[(3R,4S)-4-fluoro-1-(2-methylcyclopentyl)pyrrolidin-3-yl]-2-methoxypyridine-3-carboxamide NC1=NC=NN2C1=C(C=C2C=2C=C(C(=NC2)OC)C(=O)N[C@@H]2CN(C[C@@H]2F)C2C(CCC2)C)C(F)(F)F